OC1=C(C=C(C=C1)/C=C/C(=O)NCCCNCCCCNC(\C=C\C1=CC(=C(C=C1)O)OC)=O)OC (E)-3-(4-hydroxy-3-methoxyphenyl)-N-(3-((4-((E)-3-(4-hydroxy-3-methoxyphenyl)acrylamido)butyl)amino)propyl)acrylamide